L-p-fluorophenylalanine FC1=CC=C(C[C@H](N)C(=O)O)C=C1